4-(3-phenoxypropyl)homopiperazin O(C1=CC=CC=C1)CCCN1CCNCCC1